methyl-ethyl-s-triazine CC1=NC(=NC=N1)CC